[Si](C)(C)(C(C)(C)C)O[C@H]1C[C@@H](O[C@@H]1CO[Si](C)(C)C(C)(C)C)N1C2=NC=NC(=C2NC1=O)NC(=O)NC 1-(9-((2R,4S,5R)-4-((tert-butyldimethylsilyl)oxy)-5-(((tert-butyldimethylsilyl)oxy)methyl)tetrahydrofuran-2-yl)-8-oxo-8,9-dihydro-7H-purin-6-yl)-3-methylurea